9-(4-(3-chlorophenyl)-6-phenyl-1,3,5-triazin-2-yl)-3-phenyl-9H-carbazole ClC=1C=C(C=CC1)C1=NC(=NC(=N1)C1=CC=CC=C1)N1C2=CC=CC=C2C=2C=C(C=CC12)C1=CC=CC=C1